3-(4-methoxy-5-(1-methyl-1H-benzo[d][1,2,3]triazol-6-yl)pyrrolo[2,1-f][1,2,4]triazin-2-yl)-N1,N1,1-trimethylcyclobutane-1,3-diamine COC1=NC(=NN2C1=C(C=C2)C=2C=CC1=C(N(N=N1)C)C2)C2(CC(C2)(N(C)C)C)N